(5-(5-bromo-2,3-difluorophenyl)-4,5-dihydro-1H-pyrazol-1-yl)(4-(4-(3,5-dimethyl-1H-1,2,4-triazol-1-yl)-5-fluoropyrimidin-2-yl)piperazin-1-yl)methanone BrC=1C=C(C(=C(C1)C1CC=NN1C(=O)N1CCN(CC1)C1=NC=C(C(=N1)N1N=C(N=C1C)C)F)F)F